2-(4-Methylcyclohex-3-en-1-yl)propan-2-ol CC1=CCC(CC1)C(C)(C)O